N-(3-{[(2S)-2-amino-4-(methylthio)butyl]dithio}-2-benzylpropionyl)-L-phenylalanine benzyl ester C(C1=CC=CC=C1)OC([C@@H](NC(C(CSSC[C@H](CCSC)N)CC1=CC=CC=C1)=O)CC1=CC=CC=C1)=O